1-O-tert-butyldiphenylsilyl-3,5-dimethoxyphenol [Si](C1=CC=CC=C1)(C1=CC=CC=C1)(C(C)(C)C)OC1=CC(=CC(=C1)OC)OC